C(C)OC1=NN=C2N1C1=CC=C(C=C1C(=N2)N(C2=CC=CC=C2)C)F ethoxy-7-fluoro-N-methyl-N-Phenyl-[1,2,4]triazolo[4,3-a]quinazolin-5-amine